C=CCCCCCCCC(=O)O The molecule is a decenoic acid having the double bond at position 9. It has a role as a metabolite. It is a conjugate acid of a dec-9-enoate.